2-(hydroxymethyl)-2-methyl-4,7-dihydro-1H-pyrrolo[3',2':5,6]pyrido[3,4-b]pyrazine-3(2H)-one OCC1(NC2=C(NC1=O)C=NC1=C2C=CN1)C